(2S)-1-(benzofuran-2-ylsulfonyl)-N-[[6-oxo-1-[4-(trifluoromethyl)phenyl]-3-pyridyl]methyl]pyrrolidine-2-carboxamide O1C(=CC2=C1C=CC=C2)S(=O)(=O)N2[C@@H](CCC2)C(=O)NCC2=CN(C(C=C2)=O)C2=CC=C(C=C2)C(F)(F)F